(9H-carbazole-9-yl)phosphonic acid C1=CC=CC=2C3=CC=CC=C3N(C12)P(O)(O)=O